O1CCN(CC1)C1=NC=CC=C1COC1=CC=C(C=C1)C=1C=C(C(NC1C(F)(F)F)=O)C(=O)N 5-(4-((2-Morpholinopyridin-3-yl)methoxy)phenyl)-2-oxo-6-(trifluoromethyl)-1,2-dihydropyridin-3-carboxamide